C(C)N(CC)C1=CC=C(C=C1)C(=C)C1=CC=C(C=C1)[SiH](C)C 1-[4-(N,N-diethylamino)phenyl]-1-(4'-dimethylsilylphenyl)ethene